2-(9,9-Diethyl-7-(4,4,5,5-tetramethyl-1,3,2-dioxaborolan-2-yl)-9H-fluoren-2-yl)benzo[d]thiazole C(C)C1(C2=CC(=CC=C2C=2C=CC(=CC12)C=1SC2=C(N1)C=CC=C2)B2OC(C(O2)(C)C)(C)C)CC